2-(2,4-dioxotetrahydropyrimidin-1(2H)-yl)-5-((4-(6-fluoro-1H-indazol-3-yl)piperazin-1-yl)methyl)isoindoline-1,3-dione O=C1N(CCC(N1)=O)N1C(C2=CC=C(C=C2C1=O)CN1CCN(CC1)C1=NNC2=CC(=CC=C12)F)=O